trans-N-methoxy-N-methyl-3-(trifluoromethyl)cyclobutanecarboxamide Tert-butyl-(4R)-4-((tert-butoxycarbonyl)amino)-5-(4-((tert-butyldimethylsilyl)oxy)-3-nitrophenyl)-2-methylpentanoate C(C)(C)(C)OC(C(C[C@H](CC1=CC(=C(C=C1)O[Si](C)(C)C(C)(C)C)[N+](=O)[O-])NC(=O)OC(C)(C)C)C)=O.CON(C(=O)[C@@H]1C[C@H](C1)C(F)(F)F)C